6-chloro-N-(4-fluoro-3-methylphenyl)-5-(2-((1-hydroxy-2-methylpropan-2-yl)amino)-2-oxoacetyl)-2,3-dihydro-1H-pyrrolizine-7-carboxamide ClC1=C(N2CCCC2=C1C(=O)NC1=CC(=C(C=C1)F)C)C(C(=O)NC(CO)(C)C)=O